N4-(tert-butoxy)-N2-(3-phenylpropanoyl)-L-asparaginyl-L-alanine C(C)(C)(C)ONC(C[C@H](NC(CCC1=CC=CC=C1)=O)C(=O)N[C@@H](C)C(=O)O)=O